C(N)(=S)C1(CCN(CC1)C(=O)OC(C)(C)C)C tert-butyl 4-carbamothioyl-4-methylpiperidine-1-carboxylate